(R)-1'-(5-Amino-1-methyl-1H-pyrazole-4-carbonyl)-6-chloro-5-fluorospiro[benzo[d][1,3]oxazine-4,3'-piperidin]-2(1H)-one NC1=C(C=NN1C)C(=O)N1C[C@@]2(CCC1)C1=C(NC(O2)=O)C=CC(=C1F)Cl